6-(5-(4-(1-acetyl-3-fluoroazetidin-3-yl)phenyl)-2-amino-6-fluoropyridin-3-yl)-3,4-dihydroisoquinolin-1(2H)-one C(C)(=O)N1CC(C1)(F)C1=CC=C(C=C1)C=1C=C(C(=NC1F)N)C=1C=C2CCNC(C2=CC1)=O